Methyl 2-(N-(4-((4-(4,4-difluorocyclohexyl)pyrimidin-2-yl)carbamoyl)-3-(6-azaspiro[2.5]octan-6-yl)phenyl)sulfamoyl)acetate FC1(CCC(CC1)C1=NC(=NC=C1)NC(=O)C1=C(C=C(C=C1)NS(=O)(=O)CC(=O)OC)N1CCC2(CC2)CC1)F